C1(CC1)C1=CC2=C(N(C(N=C2N2[C@H](CN(CC2)C(=O)OC(C)(C)C)C)=O)C=2C(=NC=CC2C)C(C)C)N=C1C1=C(C(=CC=C1)O)F tert-butyl (S)-4-(6-cyclopropyl-7-(2-fluoro-3-hydroxyphenyl)-1-(2-isopropyl-4-methylpyridin-3-yl)-2-oxo-1,2-dihydropyrido[2,3-d]pyrimidin-4-yl)-3-methylpiperazine-1-carboxylate